[O-2].[Al+3].[O-2].[O-2].[Al+3] Aluminium (III)-oxid